ClC1=CC(=C(C2=C1N(N=N2)C)C)[C@@H](CC(=O)O)C=2C=C(C1=C(C=CS1)C2)CN2C[C@H](OC1=C([C@@H]2C)N=CC=C1)CC (3S)-3-(7-Chloro-1,4-dimethyl-1H-benzotriazol-5-yl)-3-(7-{[(2R,5S)-2-ethyl-5-methyl-2,3-dihydropyrido[2,3-f][1,4]oxazepin-4(5H)-yl]methyl}-1-benzothiophen-5-yl)propanoic acid